COC=1C=C(CC2(CCC2)CN)C=CC1 (1-(3-methoxybenzyl)cyclobutyl)methanamine